FC1=C(C=CC=C1)C=1C=CC=C2C=NC(=NC12)NC=1C(=NC=2CCN(CC2C1)C)OC 8-(2-fluorophenyl)-N-(2-methoxy-6-methyl-5,6,7,8-tetrahydro-1,6-naphthyridin-3-yl)quinazolin-2-amine